7-(2-morpholinoethoxy)-6-nitroquinazolin-4(1H)-one O1CCN(CC1)CCOC1=C(C=C2C(N=CNC2=C1)=O)[N+](=O)[O-]